(S)-N-(4-cyclobutyl-3-((3,3-difluorocyclobutyl)methyl)-1-methyl-1H-pyrazol-5-yl)-2,3-dimethylbutanamide C1(CCC1)C=1C(=NN(C1NC([C@H](C(C)C)C)=O)C)CC1CC(C1)(F)F